NC(CC(CC(=O)OC(C)(C)C)=O)(C)C.C(C)(=O)NCCNC(C)=O di-acetyl ethylenediamine tert-butyl 5-amino-5-methyl-3-oxohexanoate